1-(1-benzyl-5-bromo-4-fluoro-1H-pyrazole-3-carbonyl)-N-(4-methylcyclohexyl)piperidine-4-carboxamide C(C1=CC=CC=C1)N1N=C(C(=C1Br)F)C(=O)N1CCC(CC1)C(=O)NC1CCC(CC1)C